(-)-N-ethyl-2-((5-(2-(6-(ethyl-(methyl)amino)-2-methylhex-3-yl)-2,6-diazaspiro[3.4]oct-6-yl)-1,2,4-triazin-6-yl)oxy)-5-fluoro-N-isopropylbenzamide fumarate C(\C=C\C(=O)O)(=O)O.C(C)N(C(C1=C(C=CC(=C1)F)OC1=C(N=CN=N1)N1CC2(CN(C2)C(C(C)C)CCCN(C)CC)CC1)=O)C(C)C